4-[3-chloro-2-(triisopropylsiloxymethyl)pyridine-4-carbonyl]-4-methyl-piperidine-1-carboxylic acid tert-butyl ester C(C)(C)(C)OC(=O)N1CCC(CC1)(C)C(=O)C1=C(C(=NC=C1)CO[Si](C(C)C)(C(C)C)C(C)C)Cl